C(CCSSCCCS(=O)(=O)[O-])S(=O)(=O)[O-] 3,3'-dithio-bis-(1-propansulfonat)